tert-butyl 6-((6-cyano-4-(4-methylpiperazin-1-yl)pyridin-2-yl)amino)-1H-indole-1-carboxylate C(#N)C1=CC(=CC(=N1)NC1=CC=C2C=CN(C2=C1)C(=O)OC(C)(C)C)N1CCN(CC1)C